[Si].CNC (dimethylamine) silicon